(2S,6R)-2-hydroxy-2-methyl-6-methylamino-6-(4-(trifluoromethyl)phenyl)cyclohexan-1-one benzoate C(C1=CC=CC=C1)(=O)O.O[C@@]1(C([C@@](CCC1)(C1=CC=C(C=C1)C(F)(F)F)NC)=O)C